2-[6-(4,4-Difluoropiperidin-1-yl)-5-fluoropyridin-3-yl]-1,3-thiazole-5-carboxylic acid methyl ester COC(=O)C1=CN=C(S1)C=1C=NC(=C(C1)F)N1CCC(CC1)(F)F